CC1=CC=CC2=C(C3=CC=CC=C3C(=C12)OC(=O)OCCC)OC(=O)OCCC 1-methyl-9,10-bis(n-propoxycarbonyloxy)anthracene